2-(4-fluorobenzylidene)-6-methoxy-2,3-dihydro-1H-indene FC1=CC=C(C=C2CC3=CC(=CC=C3C2)OC)C=C1